C(C#C)OCC(=O)N1CC(C1)OCCNCC(=O)N 2-[2-[1-(2-prop-2-ynoxyacetyl)azetidin-3-yl]oxyethylamino]acetamide